C1(CC1)C(C=1C=NC2=CC=C(C=C2C1)F)NC=1C2=C(N=C(N1)N1CCN(CC1)C(C)=O)C=NN2C(CC)CC 1-{4-[7-{[Cyclopropyl-(6-fluoro-quinolin-3-yl)-methyl]-amino}-1-(1-ethyl-propyl)-1H-pyrazolo[4,3-d]pyrimidin-5-yl]-piperazin-1-yl}-ethanon